1-(triphenylphosphoranylidene)propan-2-one C1(=CC=CC=C1)P(=CC(C)=O)(C1=CC=CC=C1)C1=CC=CC=C1